8-((1R,5S)-8-azabicyclo[3.2.1]oct-2-en-3-yl)-1-chloro-3-(5-(difluoromethyl)-1,3,4-thiadiazol-2-yl)-N-(1-methylcyclopropyl)imidazo[1,5-a]pyridine-6-sulfonamide formate C(=O)O.[C@H]12C=C(C[C@H](CC1)N2)C=2C=1N(C=C(C2)S(=O)(=O)NC2(CC2)C)C(=NC1Cl)C=1SC(=NN1)C(F)F